rac-(R)-6-((2,2-dimethyltetrahydro-2H-pyran-4-yl)oxy)quinoline-4-carboxylic acid CC1(OCC[C@H](C1)OC=1C=C2C(=CC=NC2=CC1)C(=O)O)C |r|